1-bromo-3-ethyl-2,4,5-trifluorobenzene BrC1=C(C(=C(C(=C1)F)F)CC)F